2-methyl-1-(octan-3-yloxy)undec-1-ene CC(=COC(CC)CCCCC)CCCCCCCCC